8-(Naphthalen-2-yl)-2-(quinolin-3-ylmethyl)hexahydro-2H-pyrazino[1,2-a]pyrazine-6,9-dione C1=C(C=CC2=CC=CC=C12)N1C(C2N(CCN(C2)CC=2C=NC3=CC=CC=C3C2)C(C1)=O)=O